C1(CCC1)NC1=NC=NC2=C1OC=1N=NC(=C(C12)C)C N-cyclobutyl-3,4-dimethyl-pyrimido[4',5':4,5]furo[2,3-c]pyridazin-8-amine